1-(8,9-difluoro-6-oxo-1,2,3,4,5,6-hexahydrophenanthridin-1-yl)-1-methyl-3-(1-(trifluoromethyl)cyclopropyl)urea FC=1C=C2C(NC=3CCCC(C3C2=CC1F)N(C(=O)NC1(CC1)C(F)(F)F)C)=O